NC1=NC=NC(=N1)N1CCCCC1 2-amino-4-piperidinyl-1,3,5-triazine